tert-butyl 7-(6,7-dichloro-1-(2-isopropyl-4-methylpyridin-3-yl)-2-oxo-1,2-dihydropyrido[2,3-d]pyrimidin-4-yl)-2,7-diazaspiro[4.4]nonane-2-carboxylate ClC1=CC2=C(N(C(N=C2N2CC3(CCN(C3)C(=O)OC(C)(C)C)CC2)=O)C=2C(=NC=CC2C)C(C)C)N=C1Cl